N1=CN=C(C2=C1NC=C2)OC=2C=C(C(=O)NC1=CC(=CC=C1)C(C)(C)C#N)C=CC2C 3-((7H-pyrrolo[2,3-d]pyrimidin-4-yl)oxy)-N-(3-(2-cyanopropan-2-yl)phenyl)-4-methyl-benzamide